BrC1=C2C=C(C(=NC2=CC(=C1)F)N)C 5-bromo-7-fluoro-3-methylquinolin-2-amine